FC1(CCC2=C1N=C(N=C2N2C[C@@H](CC2)CC(=O)O)N2[C@H]([C@H](C2)F)C)F 2-((S)-1-(7,7-difluoro-2-((2S,3S)-3-fluoro-2-methylazetidin-1-yl)-6,7-dihydro-5H-cyclopenta[d]pyrimidin-4-yl)pyrrolidin-3-yl)acetic acid